ClC1=C(C(=C(C=C1OC)OC)Cl)NC1=NC=CC=C1C1=CC(=NC=N1)NC1=CC=C(C=C1)N1CCN(CC1)CC 6-(2-((2,6-dichloro-3,5-dimethoxyphenyl)amino)pyridin-3-yl)-N-(4-(4-ethylpiperazin-1-yl)phenyl)pyrimidin-4-amine